3-butyl-3-ethyl-5-(4-fluorophenyl)-7-iodo-8-methoxy-2,3,4,5-tetrahydro-1,5-benzothiazepine 1,1-dioxide C(CCC)C1(CS(C2=C(N(C1)C1=CC=C(C=C1)F)C=C(C(=C2)OC)I)(=O)=O)CC